7-(trimethoxysilyl)heptanal rac-cis-(9H-fluoren-9-yl)methyl-3-ethyl-3-fluoro-4-hydroxypiperidine-1-carboxylate C1=CC=CC=2C3=CC=CC=C3C(C12)COC(=O)N1C[C@@]([C@@H](CC1)O)(F)CC.CO[Si](CCCCCCC=O)(OC)OC |r|